FC(CN1[C@@H](C=2NC3=CC=CC=C3C2C[C@H]1C)C1=CN=C(S1)C[C@H]1CN(CC1)CCCF)F 5-((1S,3R)-2-(2,2-Difluoroethyl)-3-methyl-2,3,4,9-tetrahydro-1H-pyrido[3,4-b]indol-1-yl)-2-(((S)-1-(3-fluoropropyl)pyrrolidin-3-yl)methyl)thiazole